FC1=C(C(=CC(=C1)C1=NC(=CC=C1)OCCC)F)N1CCC(CC1)CCC(=O)O 3-{1-[2,6-difluoro-4-(6-propoxy-pyridin-2-yl)-phenyl]-piperidin-4-yl}-propionic acid